C1=CC=C(C=C1)C[C@@H](C(=O)NCCCNCCCCN)NC(=O)C2C(O2)C(=O)O The molecule is an epoxide which is a carboxamide obtained by the formal condensation of one of the carboxy groups of oxirane-2,3-dicarboxylic acid with N-{3-[(4-aminobutyl)amino]propyl}-L-phenylalaninamide. It is a natural product, isolated from Gliocladium sp. F-2665. TMC-52C acts as an inhibitor of cysteine proteinases, particularly cathepsin B (EC 3.4.22.1), cathepsin L (EC 3.4.22.15), and papain (EC 3.4.22.2), with IC50 values of 460 nM, 10 nM, and 88 nM, respectively. The epoxide group has trans configuration but its exact stereochemistry is uncertain: it is either (2R,3R) or (2S,3S). It has a role as an antimicrobial agent, a cathepsin B inhibitor, a cathepsin L (EC 3.4.22.15) inhibitor, an EC 3.4.22.2 (papain) inhibitor and a fungal metabolite. It is an epoxide, a monocarboxylic acid, a primary amino compound, a secondary amino compound and a dicarboxylic acid monoamide.